(1R)-7-bromo-1-methyl-4-[(1-methylpyrazol-4-yl)methyl]-1H,2H-imidazo[1,2-a]quinazolin-5-one BrC=1C=C2C(N(C=3N(C2=CC1)[C@@H](CN3)C)CC=3C=NN(C3)C)=O